3-((4-(dodecyloxy)-3-fluorophenyl)sulfonyl)-6-(methylsulfinyl)quinolin-4-yl-[1,4':1',4''-terpiperidin]-4-ol C(CCCCCCCCCCC)OC1=C(C=C(C=C1)S(=O)(=O)C=1C=NC2=CC=C(C=C2C1C1N(CCC(C1)O)C1CCN(CC1)C1CCNCC1)S(=O)C)F